C(C)OCOCCCC(CC(C)[Mg]Br)C 6-ethoxymethoxy-1,3-dimethylhexylmagnesium bromide